pentaerythritol bis(2,4-dimethylphenylphosphite) CC1=C(C=CC(=C1)C)P(O)(O)OCC(COP(O)(O)C1=C(C=C(C=C1)C)C)(CO)CO